ClC1=C(C=C(C=2C(=C3N(C12)CCN(C3)C(=O)[C@H]3OCCOC3)C=3C=NNC3)NC(C(F)F)=O)Cl N-[6,7-Dichloro-2-[(2S)-1,4-dioxane-2-carbonyl]-10-(1H-pyrazol-4-yl)-3,4-dihydro-1H-pyrazino[1,2-a]indol-9-yl]-2,2-difluoro-acetamide